BrC1=C(C=2C(=NC=C3C2N(C(N3C)=O)C(C)C)N1S(=O)(=O)C1=CC=CC=C1)C13CCN(CC3C1)C(=O)OC(C)(C)C tert-Butyl 6-(7-bromo-1-isopropyl-3-methyl-2-oxo-6-(phenylsulfonyl)-1,2,3,6-tetrahydroimidazo[4,5-d]pyrrolo[2,3-b]pyridin-8-yl)-3-azabicyclo[4.1.0]heptane-3-carboxylate